2-chloro-6-methyl-N-(5-methyl-1H-pyrazol-3-yl)pyrimidin-4-amine ClC1=NC(=CC(=N1)NC1=NNC(=C1)C)C